C(C)(C)(C)OC(=O)NC(C(=O)O)CC1=CC(=CC(=C1)O[Si](C(C)C)(C(C)C)C(C)C)B1OC(C(O1)(C)C)(C)C 2-((tert-butoxycarbonyl)amino)-3-(3-(4,4,5,5-tetramethyl-1,3,2-dioxaborolan-2-yl)-5-((triisopropylsilyl)oxy)phenyl)propanoic acid